FC(S(=O)(=O)[O-])(F)F.ClC1=C(C=CC(=C1)C(C1=CC=CC=C1)=O)SC1=CC=C(C=C1)[S+](C1=CC=C(C=C1)Cl)C1=CC=C(C=C1)Cl 4-(2-chloro-4-benzoylphenylthio)phenyl-bis(4-chlorophenyl)sulfonium trifluoromethanesulfonate